7-fluoro-2-hydroxy-3-(spiro[2.3]hexan-5-yloxy)cyclohepta-2,4,6-trien-1-one FC1=CC=CC(=C(C1=O)O)OC1CC2(CC2)C1